OC=1N=CC(=NC1)C=O (5-hydroxypyrazin-2-yl)methanone